C(#N)C=1C=NN(C1)C1=C(C=C(C=C1)NC(CC1=C(C=CC=C1)C(C)C)=O)S(N)(=O)=O N-[4-(4-cyano-1H-pyrazol-1-yl)-3-sulfamoylphenyl]-2-[2-(propan-2-yl)phenyl]acetamide